C(C)(=O)NC1=C2N=CN(C2=NC=N1)C[C@@H](C)OCP1(OCC(CO1)CC(=O)OC1CCCC1)=O (R)-cyclopentyl 2-(2-(((1-(6-acetamido-9H-purin-9-yl)propan-2-yl)oxy)methyl)-2-oxo-1,3,2-dioxaphosphinan-5-yl)acetate